(S)-1-(4-(4-chloro-3,5-difluoro-1H-indole-2-carbonyl)piperazin-1-yl)-2-(3,3-difluoroazetidin-1-yl)propan-1-one ClC1=C2C(=C(NC2=CC=C1F)C(=O)N1CCN(CC1)C([C@H](C)N1CC(C1)(F)F)=O)F